(+/-)-beta-citronellol CC(CCC=C(C)C)CCO